O1COC2=C1C=CC(=C2)C=2OC1=C(C=C(C=C1C(C2C)=O)C)[C@@H](C)NC=2C(=NC(=CC2)Cl)C(=O)NS(=O)(=O)C 3-[[(1R)-1-[2-(1,3-Benzodioxol-5-yl)-3,6-dimethyl-4-oxo-chromen-8-yl]ethyl]amino]-6-chloro-N-methylsulfonyl-pyridine-2-carboxamide